di(4-methylbenzoyl)tartaric acid CC1=CC=C(C(=O)C(C(C(=O)O)(O)C(C2=CC=C(C=C2)C)=O)(O)C(=O)O)C=C1